FC=1C(=C(C=CC1F)[C@H]1[C@@H](S[C@](C1)(C(F)(F)F)C)C(=O)NC1=CC(=NC=C1)S(=O)(=O)N=[N+]=[N-])OC 4-((2R,3S,5R)-3-(3,4-difluoro-2-methoxyphenyl)-5-methyl-5-(trifluoromethyl)tetrahydrothiophene-2-carboxamido)pyridine-2-sulfonyl azide